C(CCCCC(C)C)C1(CC=CC=C1)S(=O)(=O)O 1-isooctyl-benzenesulfonic acid